COC1=CC=C(COC=2C=C3C=C(C=NC3=CC2)CCC=O)C=C1 3-(6-((4-Methoxybenzyl)oxy)quinolin-3-yl)propanal